4,4'-Methylenebis(cyclohexylamine) C(C1CCC(CC1)N)C1CCC(CC1)N